(E)-1-acetyl-5-chloro-3-(3-chloro-2-fluorobenzylidene)indol-2-one C(C)(=O)N1C(/C(/C2=CC(=CC=C12)Cl)=C/C1=C(C(=CC=C1)Cl)F)=O